6-((N-allyl-2-ethoxy-2-oxoacetamido)methyl)-3-phenylpyridazine 1-oxide C(C=C)N(C(C(=O)OCC)=O)CC1=CC=C(N=[N+]1[O-])C1=CC=CC=C1